1-mercaptomethyltriethoxysilane SC[Si](OCC)(OCC)OCC